C(C)(=O)N1CC=2N(CC1)C(=CC2C(=O)NC2=CC(=C(C=C2)F)C)C(C(=O)NC(C)(C)C)=O 2-acetyl-6-(2-(tert-butylamino)-2-oxoacetyl)-N-(4-fluoro-3-methylphenyl)-1,2,3,4-tetrahydropyrrolo[1,2-a]pyrazine-8-carboxamide